tert-Butyl (2R,5R)-2-((S)-(3-fluorophenyl)-(hydroxy)methyl)-5-(4-methoxyphenyl)pyrrolidine-1-carboxylate FC=1C=C(C=CC1)[C@@H]([C@@H]1N([C@H](CC1)C1=CC=C(C=C1)OC)C(=O)OC(C)(C)C)O